1,1'-methylenebis{3-[4-(hydroxymethyl)-2,5-dioxoimidazol-4-yl]urea} C(NC(=O)NC1(NC(NC1=O)=O)CO)NC(=O)NC1(NC(NC1=O)=O)CO